NCC=1C=NC(=NC1)C1=C(C=C(C#N)C=C1)OC=1SC(=NN1)Br 4-[5-(aminomethyl)pyrimidin-2-yl]-3-[(5-bromo-1,3,4-thiadiazol-2-yl)oxy]benzonitrile